ethyl-2-methylprop-2-enoate C(C)OC(C(=C)C)=O